ClC1=CC2=C(C=N1)C(=NN2C2=C(C=C(C=C2)[N+](=O)[O-])OC)NCCCNC(OC(C)(C)C)=O tert-Butyl (3-((6-chloro-1-(2-methoxy-4-nitrophenyl)-1H-pyrazolo[4,3-c]pyridin-3-yl)amino)propyl)carbamate